FC=1C=C(CC2=C(C#N)C=C(C(=C2C#N)O)OC)C=C(C1)C 2-(3-fluoro-5-methylbenzyl)-4-hydroxy-5-methoxyisophthalonitrile